C(#C)C1=CC=C(C=C1)C1CCN(CC1)C(=O)OC(C)(C)C tert-butyl 4-(4-ethynylphenyl)piperidine-1-carboxylate